NC1=NC=NC(=C1C#N)OC1=CC(=C(C=C1)N)C 4-amino-6-(4-amino-3-methylphenoxy)pyrimidine-5-nitrile